CN1CCN(CC1)CC1=CC=C(C(=O)N2CCC3(C(C3)CNC(=O)C3=CC=4C=NC=CC4N3)CC2)C=C1 N-[[6-[4-[(4-methylpiperazin-1-yl)methyl]benzoyl]-6-azaspiro[2.5]octan-2-yl]methyl]-1H-pyrrolo[3,2-c]pyridine-2-carboxamide